thiodiethanol bis[3-(3,5-di-tert-butyl-4-hydroxyphenyl) propionate] C(C)(C)(C)C=1C=C(C=C(C1O)C(C)(C)C)CCC(=O)O.C(C)(C)(C)C=1C=C(C=C(C1O)C(C)(C)C)CCC(=O)O.S(CCO)CCO